C(C(C)C(=O)O)C(=O)O.C1CCCCC1 cyclohexane propylenedicarboxylate